C12C(CC(CC1)C2)CC(=O)NC2=C(C=C(C=C2C)N2CC1=CC=C(C=C1CC2)F)C 2-(Bicyclo[2.2.1]heptan-2-yl)-N-(4-(6-fluoro-3,4-dihydroisoquinolin-2(1H)-yl)-2,6-dimethylphenyl)acetamide